C(C)OC1=C(C=C(C=N1)C1=CC(=C2C(=N1)N=C(N2)N)N(C)CC2(CCCC2)COC)C(F)(F)F 5-[6-Ethoxy-5-(trifluoromethyl)pyridin-3-yl]-N7-{[1-(methoxymethyl)cyclopentyl]methyl}-N7-methyl-1H-imidazo[4,5-b]pyridine-2,7-diamine